FC1=C(C(=O)O)C=C(C(=C1)F)NC1=C(C=CC=C1)F 2,4-Difluoro-5-(2-fluorophenylamino)benzoic acid